COC(C#CC(=O)OC)=O Butynedioic acid dimethyl ester